C(=CCC)C1=CC=C(C(=O)OC2=C(C3=CC=C4C=CC=C5C=CC(=C2)C3=C54)CCCCCCCCOC=5C(=CC=CC5)C5=CC=CC=C5)C=C1 4-butenyl-benzoyl-oxybiphenyl-oxyoctyl-pyrene